C(#N)C1=CC=C2C(=C(C(N(C2=C1)CCOC)=O)C(=O)NCC1=CC(=CC=C1)F)C 7-Cyano-N-[(3-fluorophenyl)-methyl]-1-(2-methoxy-ethyl)-4-methyl-2-oxo-1H-quinoline-3-carboxylic acid amide